(1-methylimidazole-5-yl)ethylamine hydrochloride Cl.CN1C=NC=C1CCN